2-fluorobenzonitrile, bromide salt [Br-].FC1=C(C#N)C=CC=C1